2-(4-[(tert-Butoxycarbonyl)amino]phenyl)oxazole-4-carboxylic acid C(C)(C)(C)OC(=O)NC1=CC=C(C=C1)C=1OC=C(N1)C(=O)O